CO[C@@H]1[C@H](CCC1)N[C@H]1[C@H](CCCC1)OC=1C=C2CN(C(C2=CC1)=O)C1C(NC(CC1)=O)=O 3-(5-(((1S,2R)-2-(((1S,2S)-2-methoxycyclopentyl)amino)cyclohexyl)oxy)-1-oxoisoindolin-2-yl)piperidine-2,6-dione